(R)-3-(1-acryloylpiperidin-3-yl)-7-amino-1-(4-phenoxyphenyl)-1,5-dihydro-4H-pyrazolo[3,4-d]pyridazin-4-one C(C=C)(=O)N1C[C@@H](CCC1)C1=NN(C=2C(=NNC(C21)=O)N)C2=CC=C(C=C2)OC2=CC=CC=C2